N-(5-(3-(trifluoromethyl)phenyl)-1,3,4-oxadiazol-2-yl)-4-iodobenzamide FC(C=1C=C(C=CC1)C1=NN=C(O1)NC(C1=CC=C(C=C1)I)=O)(F)F